trans-4-(benzimidazol-1-ylmethyl)cyclohexanecarboxylic acid N1(C=NC2=C1C=CC=C2)C[C@@H]2CC[C@H](CC2)C(=O)O